2,2,2-trichloroethanol ClC(CO)(Cl)Cl